(1S,4S,6R)-6-((5-(trifluoromethyl)pyrazin-2-yl)amino)-2-azabicyclo[2.2.1]heptan FC(C=1N=CC(=NC1)N[C@@H]1C[C@H]2CN[C@H]1C2)(F)F